FC1(CN(CC[C@H]1NC1=NN2C(C(=N1)OC)=C(C=C2)C=2C=CC1=C(N(N=N1)[C@@H](CF)C)C2)C2COC2)F N-((R)-3,3-difluoro-1-(oxetan-3-yl)piperidin-4-yl)-5-(1-((R)-1-fluoropropan-2-yl)-1H-benzo[d][1,2,3]triazol-6-yl)-4-methoxypyrrolo[2,1-f][1,2,4]triazin-2-amine